C(C1=CC=CC=C1)C1(CC1)OC(=O)N[C@H](C(=O)N[C@H](C(=O)OC)C[C@H]1C(NCC1)=O)CC(C)C.CC(CC(C)C)N(C1=CC=C(C=C1)N)C1=CC=CC=C1 N-(1,3-dimethylbutyl) N-phenyl p-phenylenediamine methyl (S)-2-((S)-2-(((1-benzylcyclopropoxy)carbonyl)amino)-4-methylpentanamido)-3-((S)-2-oxopyrrolidin-3-yl)propanoate